3-((Phenylethylthio)methyl)benzofuran methyl-3-ethyloxolane-3-carboxylate COC(=O)C1(COCC1)CC.C1(=CC=CC=C1)CCSCC1=COC2=C1C=CC=C2